3-(4-fluorophenyl)-4-(4,4,5,5-tetramethyl-1,3,2-dioxaborolan-2-yl)-1-(3-((triisopropylsilyl)oxy)propyl)-1H-pyrazole FC1=CC=C(C=C1)C1=NN(C=C1B1OC(C(O1)(C)C)(C)C)CCCO[Si](C(C)C)(C(C)C)C(C)C